ClC(C1=C(N=CN1CCCC)[N+](=O)[O-])Cl 5-(dichloromethyl)-1-butyl-4-nitro-1H-imidazole